6-(3-amino-1H-indazol-4-yl)-N-phenyl-1-naphthamide NC1=NNC2=CC=CC(=C12)C=1C=C2C=CC=C(C2=CC1)C(=O)NC1=CC=CC=C1